C(C)(C)(C)OC(NC(COC)C1=NC=NC(=C1)N)=O (1-(6-aminopyrimidin-4-yl)-2-methoxyethyl)carbamic acid tert-butyl ester